CC([C@@H](C(N1[C@@H](CCCCC1)C(NC=1SC(=CN1)C1=CC=CC=C1)=O)=O)NC(=O)C1=CC2=C(S1)C=CC(=C2)C(F)(F)P(O)(O)=O)(C)C ((2-(((S)-3,3-dimethyl-1-oxo-1-((S)-2-((5-phenylthiazol-2-yl)carbamoyl)azepan-1-yl)butan-2-yl)carbamoyl)benzo[b]thiophen-5-yl)difluoromethyl)phosphonic acid